FC(C(=O)O)(F)F.N[C@@]1(CN(C[C@H]1CCCB(O)O)S(NC(N)=O)(=O)=O)C(=O)O |r| (racemic)-trans-3-amino-4-(3-boronopropyl)-1-(N-carbamoylsulfamoyl)pyrrolidine-3-carboxylic acid, 2,2,2-trifluoroacetic acid salt